NC[C@H]1CN(CC1)C1=NC=CC(=N1)NC1=NNC(=C1)C1CCCC1 2-[(3S)-3-(aminomethyl)pyrrolidin-1-yl]-N-(5-cyclopentyl-1H-pyrazol-3-yl)pyrimidin-4-amine